BrC=1C=C(C=CC1)C(CCN)N 1-(3-bromophenyl)propane-1,3-diamine